(R)-7-(3-fluoro-3-(6-(trifluoromethyl)pyridin-3-yl)propyl)-2-thia-7-azaspiro[3.5]nonane 2,2-dioxide F[C@H](CCN1CCC2(CS(C2)(=O)=O)CC1)C=1C=NC(=CC1)C(F)(F)F